N-((1r,3r)-3-methoxycyclobutyl)-2-(1-methyl-1H-imidazol-2-yl)-5,6-diphenylpyrrolo[2,1-f][1,2,4]triazin-4-amine COC1CC(C1)NC1=NC(=NN2C1=C(C(=C2)C2=CC=CC=C2)C2=CC=CC=C2)C=2N(C=CN2)C